2-((4-chlorobenzyl)sulfinyl)benzo[d]oxazol-4-ol ClC1=CC=C(CS(=O)C=2OC=3C(N2)=C(C=CC3)O)C=C1